bromo-5-(3-chloropropyl)benzonitrile BrC1=C(C#N)C=C(C=C1)CCCCl